OC(C)(C)C=1C=C(C=CC1)NC=1C2=C(N=C(N1)NC=1C=NN(C1)C1CCN(CC1)C(C)=O)SC=C2C 1-(4-(4-((4-((3-(2-hydroxypropan-2-yl)phenyl)amino)-5-methylthieno[2,3-d]pyrimidine-2-yl)amino)-1H-pyrazol-1-yl)piperidin-1-yl)ethan-1-one